CC1=C(C(=CC(=C1)C)C)S(=O)(=O)Cl 2,4,6-Trimethylphenylsulfonyl chloride